2'-anilino-6'-(N,N-dipentan-1-ylamino)-3'-methyl-3H-spiro[isobenzofuran-1,9'-xanthene]-3-one N(C1=CC=CC=C1)C1=CC=2C3(C4=CC=C(C=C4OC2C=C1C)N(CCCCC)CCCCC)OC(C1=CC=CC=C13)=O